3-(7-(4-amino-4-methylpiperidin-1-yl)-3-carbonyl-2,3-dihydro-1H-pyrrolo[3,4-c]pyridin-4-yl)-N-methylbenzamide NC1(CCN(CC1)C=1C2=C(C(=NC1)C=1C=C(C(=O)NC)C=CC1)C(NC2)=C=O)C